[2-fluoro-3-methoxy-6-[3-(trifluoromethyl)pyrazol-1-yl]phenyl]methanamine FC1=C(C(=CC=C1OC)N1N=C(C=C1)C(F)(F)F)CN